p-toluenesulfonate nickel [Ni+2].CC1=CC=C(C=C1)S(=O)(=O)[O-].CC1=CC=C(C=C1)S(=O)(=O)[O-]